ClC=1C(=NC(=NC1)N1C[C@H](CCC1)CC(=O)N)NC1=CC=2C3=C(C(N(C2C=C1)C)=O)OCC([C@@H](N3)C3CC3)(F)F 2-((R)-1-(5-Chloro-4-(((S)-2-cyclopropyl-3,3-difluoro-7-methyl-6-oxo-1,2,3,4,6,7-hexahydro-[1,4]oxazepino[2,3-c]chinolin-10-yl)amino)pyrimidin-2-yl)piperidin-3-yl)acetamid